3-(4-(5-Butyl-1-(4'-methyl-[1,1'-biphenyl]-4-yl)-1H-1,2,4-triazol-3-yl)phenoxy)-N,N-diethylpropane-1-amine C(CCC)C1=NC(=NN1C1=CC=C(C=C1)C1=CC=C(C=C1)C)C1=CC=C(OCCCN(CC)CC)C=C1